3-(fluoro(4-methyl-4H-1,2,4-triazol-3-yl)methyl)oxetan FC(C1COC1)C1=NN=CN1C